(Z)-5-(3-((5-azaspiro[2.4]heptan-7-ylidene)methyl)-2-fluoro-6-hydroxyphenyl)-1,2,5-thiadiazolidin-3-one 1,1-dioxide C1CC1/2CNC\C2=C/C=2C(=C(C(=CC2)O)N2CC(NS2(=O)=O)=O)F